C(C)NC(C1=C(C=CC=C1)SC1=CC=C2C(=NNC2=C1)\C=C\C1=NC=C(C=C1)CN1CCCC1)=O N-ethyl-2-({3-[(E)-2-{5-[(pyrrolidin-1-yl)methyl]pyridin-2-yl}vinyl]-1H-indazol-6-yl}thio)benzamide